C(C(O)C)(=O)[O-].[Pt+2].C(C(O)C)(=O)[O-] platinum (II) lactate